6-[(2S)-2-aminopropyl]-N-(2-furylmethyl)thieno[3,2-d]pyrimidin-4-amine dihydrochloride Cl.Cl.N[C@H](CC1=CC=2N=CN=C(C2S1)NCC=1OC=CC1)C